2-(1-methylethyl)-9H-thioxanthen-9-one CC(C)C1=CC=2C(C3=CC=CC=C3SC2C=C1)=O